COC1=CC(=C2C(=C1)OC(=CC2=O)C3=CC=C(C=C3)O)O The molecule is a monomethoxyflavone that is apigenin in which the hydroxy group at position 7 is methylated. It has a role as a metabolite. It is a dihydroxyflavone and a monomethoxyflavone. It derives from an apigenin.